15-aminophenyl-10,20-disulfonyl-phenyl-porphyrin NC=1C2=CC=C(C(C=3C=CC(=CC4=C(C(=C(N4)C(C=4C=CC1N4)=S(=O)=O)C4=CC=CC=C4)C4=CC=CC=C4)N3)=S(=O)=O)N2